1-(6-(4-chloro-1H-pyrazol-1-yl)pyridin-3-yl)ethane-1-one ClC=1C=NN(C1)C1=CC=C(C=N1)C(C)=O